ClC1=C(C=CC=C1)NC[C@H](CCO)NC1=NC(=NC(=N1)NC)N1C(CNCC1)C(=O)NCC1C(NCC1)=O (4-(((S)-1-((2-chlorophenyl)amino)-4-hydroxybut-2-yl)amino)-6-(methylamino)-1,3,5-triazin-2-yl)-N-((2-oxopyrrolidin-3-yl)methyl)piperazine-2-carboxamide